(S)-6-azido-2-(((benzyloxy)carbonyl)amino)-5,5-difluorohexanoic acid methyl ester COC([C@H](CCC(CN=[N+]=[N-])(F)F)NC(=O)OCC1=CC=CC=C1)=O